5-(2-hydroxyethyl)bicyclo[2.2.1]hept-2-ene OCCC1C2C=CC(C1)C2